FC(C(=O)O)(F)F TriFluoroacetic Acid